F[C@H]1CN(CC[C@@H]1N(C(=O)NC=1C(N(C=C(C1)C(F)(F)F)C)=O)C)C=1C=C2C(=NC1)NN=C2OC 1-((3S,4S)-3-fluoro-1-(3-methoxy-1H-pyrazolo[3,4-b]pyridin-5-yl)piperidin-4-yl)-1-methyl-3-(1-methyl-2-oxo-5-(trifluoromethyl)-1,2-dihydropyridin-3-yl)urea